C(C)(C)(C)C1=C(C(=CC(=C1)C=C)N1N=C2C(=N1)C=CC(=C2)Cl)O 2-(tert-Butyl)-6-(5-chloro-2H-benzo[d][1,2,3]triazol-2-yl)-4-vinylphenol